ClC=1C=C2C=NC(=NC2=CC1N1CCNCC1)NC=1C=NN(C1Cl)C12CC(C1)(C2)F 6-chloro-N-(5-chloro-1-(3-fluorobicyclo[1.1.1]pentan-1-yl)-1H-pyrazol-4-yl)-7-(piperazin-1-yl)quinazolin-2-amine